2-(BENZYLAMINO)PYRIMIDINE-5-CARBALDEHYDE C(C1=CC=CC=C1)NC1=NC=C(C=N1)C=O